Ethyl (2S)-4-((2,4-dimethoxybenzyl)(methyl)carbamoyl)-2-((2S)-4-methyl-2-((((1-phenylhex-5-en-2-yl)oxy)carbonyl)amino)pentanamido)hept-6-enoate COC1=C(CN(C(=O)C(C[C@@H](C(=O)OCC)NC([C@H](CC(C)C)NC(=O)OC(CC2=CC=CC=C2)CCC=C)=O)CC=C)C)C=CC(=C1)OC